(4-((2-ethyl-7,9-difluoro-4-hydroxy-5H-pyrimido[5,4-b]indol-5-yl)methyl)benzyl)phosphonic acid C(C)C=1N=C(C=2N(C=3C=C(C=C(C3C2N1)F)F)CC1=CC=C(CP(O)(O)=O)C=C1)O